4-amino-1H-pyrido[3,2-d]pyrimidin-2-one NC=1C2=C(NC(N1)=O)C=CC=N2